BrC=1C=C(/C(=N/O)/N)C=CC1OCC (Z)-3-bromo-4-ethoxy-N'-hydroxybenzamidine